C1(CC1)C#C[C@@]1(NC(NC2=CC(=C(C=C12)F)CN1N=C(C(=C1)F)CO)=O)C(C)(F)F (S)-4-(cyclopropylethynyl)-4-(1,1-difluoroethyl)-6-fluoro-7-((4-fluoro-3-(hydroxymethyl)-1H-pyrazol-1-yl)methyl)-3,4-dihydroquinazolin-2(1H)-one